ClC1=NC(=CC(=C1)C=1N=C(C=2N(C1C1=CC=C(C=C1)F)N=NN2)N)C 6-(2-chloro-6-methylpyridin-4-yl)-5-(4-fluorophenyl)tetrazolo[1,5-a]pyrazin-8-amine